tetrapropyl-1,2-propanediamine C(CC)CC(C(N)(CCC)CCC)(N)CCC